7-hydroxyindol OC=1C=CC=C2C=CNC12